BrC1=CC2=C(N=C(N=C2)NC2=CN=C(S2)C)N2C1=NCC2 N-(6-bromo-8,9-dihydroimidazo[1',2':1,6]pyrido[2,3-d]pyrimidin-2-yl)-2-methylthiazol-5-amine